SCC(CCCCS)CC(CCCCS)CS 5,7-dimercaptomethyl-1,11-dimercaptoundecane